bis(2,4-di-tert-butyl-6-methylphenol) ethyl-phosphite C(C)P(O)(O)O.C(C)(C)(C)C1=C(C(=CC(=C1)C(C)(C)C)C)O.C(C)(C)(C)C1=C(C(=CC(=C1)C(C)(C)C)C)O